2,3,6-tribromophenol BrC1=C(C(=CC=C1Br)Br)O